7-({5-[(1S,3R)-3-hydroxycyclopentyl]-2-(2-methylprop-2-yl)pyrazol-3-yl}amino)-2,3-dihydro-1λ6-benzothiophene-1,1-dione O[C@H]1C[C@H](CC1)C=1C=C(N(N1)C(C)(C)C)NC1=CC=CC=2CCS(C21)(=O)=O